3-[5-CHLORO-4-FORMYL-3-(PROPAN-2-YL)-1H-PYRAZOL-1-YL]PROPANENITRILE ClC1=C(C(=NN1CCC#N)C(C)C)C=O